C1CC12NCCOC2 7-oxa-4-azaspiro[2.5]octane